Cl.CC(C)(C#C)O 2-methylbut-3-yn-2-ol hydrochloride